6-((3-methoxy-4-((5-methylthiophen-2-yl)methoxy)phenyl)amino)-3-morpholino-quinoxaline COC=1C=C(C=CC1OCC=1SC(=CC1)C)NC=1C=C2N=C(C=NC2=CC1)N1CCOCC1